benzyl 1-hydroxy-3-chlorocyclobutane-1-carboxylate OC1(CC(C1)Cl)C(=O)OCC1=CC=CC=C1